(S,E)-4-(dimethylamino)-N-(4-(3-((4-(6-methyl-2-phenylpyrazolo[1,5-a]pyridin-3-yl)pyrimidin-2-yl)amino)pyrrolidine-1-carbonyl)phenyl)but-2-enamide CN(C/C=C/C(=O)NC1=CC=C(C=C1)C(=O)N1C[C@H](CC1)NC1=NC=CC(=N1)C=1C(=NN2C1C=CC(=C2)C)C2=CC=CC=C2)C